N-(tert-Butoxycarbonyl)-N-propylglycine C(C)(C)(C)OC(=O)N(CC(=O)O)CCC